O1CCN(CC1)C=1C=CC=2N(C1)C(=CN2)C(=O)N 6-morpholinoimidazo[1,2-a]pyridine-3-carboxamide